C(C=C)(=O)O.C(C=C)(=O)O.C1(=C(C=CC=C1)N(C1=C(C=CC=C1)C)C1=C(C=CC=C1)C)C Tritolylamine diacrylate